The molecule is a dimethylbenzoate in which the two methyl groups are located at positions 2 and 6. It derives from a benzoate. It is a conjugate base of a 2,6-dimethylbenzoic acid. CC1=C(C(=CC=C1)C)C(=O)[O-]